CC1=NOC(=C1COC=1C=C(C(=O)NC2=CC(=C(C=C2)C)S(N)(=O)=O)C=CC1)C 3-((3,5-Dimethylisoxazol-4-yl)methoxy)-N-(4-methyl-3-sulfamoyl-phenyl)benzamide